The molecule is the product from the formal condensation of the alcohol group of L-lactic acid with the terminal phosphate group of guanosine 5'-diphosphate. It is a carboxyalkyl phosphate and a member of guanosines. It is a conjugate acid of a L-lactyl-2-diphospho-5'-guanosine(3-). C[C@@H](C(=O)O)OP(=O)(O)OP(=O)(O)OC[C@@H]1[C@H]([C@H]([C@@H](O1)N2C=NC3=C2N=C(NC3=O)N)O)O